5-(1-phenylmethanesulfonylpiperidin-4-yl)-1,3-thiazole-4-carboxylic acid ethyl ester C(C)OC(=O)C=1N=CSC1C1CCN(CC1)S(=O)(=O)CC1=CC=CC=C1